2-(7-(2-(2,6-dioxopiperidin-3-yl)-1-oxoisoindolin-5-yl)-7-azaspiro[3.5]nonan-2-yl)acetic acid O=C1NC(CCC1N1C(C2=CC=C(C=C2C1)N1CCC2(CC(C2)CC(=O)O)CC1)=O)=O